6-(difluoromethoxy)pyridine-3-amine FC(OC1=CC=C(C=N1)N)F